6-chloro-N-(4-cyano-3-methoxyphenyl)-1H-indole-3-sulfonamide ClC1=CC=C2C(=CNC2=C1)S(=O)(=O)NC1=CC(=C(C=C1)C#N)OC